methyl {5-[5-(difluoromethyl)-1,3,4-oxadiazol-2-yl]pyridin-2-yl}carbamate FC(C1=NN=C(O1)C=1C=CC(=NC1)NC(OC)=O)F